[Si](C1=CC=CC=C1)(C1=CC=CC=C1)(C(C)(C)C)OC(CN1C(=NC2=C(C=C(C=C2C1=O)C)C(C)NC1=C(C(=O)O)C=CC=C1)N1CCOCC1)(C)C 2-((1-(3-(2-((tert-butyldiphenylsilyl)oxy)-2-methylpropyl)-6-methyl-2-morpholino-4-oxo-3,4-dihydroquinazolin-8-yl)ethyl)amino)benzoic acid